(S)-1,2-dimethyl-N-(4-methyl-3-(((R)-1-(naphthalen-1-yl)ethyl)carbamoyl)phenyl)pyrrolidine-2-carboxamide 2,2,2-trifluoroacetate FC(C(=O)O)(F)F.CN1[C@@](CCC1)(C(=O)NC1=CC(=C(C=C1)C)C(N[C@H](C)C1=CC=CC2=CC=CC=C12)=O)C